(R)-N-(3-(1-Acetylazetidin-3-yl)-1-(6-(3-methoxytetrahydrofuran-3-yl)-4-methylpyridin-2-yl)-1H-pyrrolo[3,2-c]pyridin-6-yl)acetamide C(C)(=O)N1CC(C1)C1=CN(C2=C1C=NC(=C2)NC(C)=O)C2=NC(=CC(=C2)C)[C@]2(COCC2)OC